[Na+].P([O-])([O-])[O-].[Na+].[Na+] Phosphite sodium salt